CC1=C(CNC=2C(=NC=C(N2)C#N)C#N)C=CC=C1 3-(2-methylbenzylamino)pyrazine-2,5-dicarbonitrile